[K].[N] nitrogen, potassium salt